eicosenoate CCCCCCCC/C=C\CCCCCCCCCC(=O)O